tert-butyl 4-[3-(2,6-dioxo-3-piperidyl)-7-fluorosulfonyloxy-1-methyl-indazol-6-yl]piperidine-1-carboxylate O=C1NC(CCC1C1=NN(C2=C(C(=CC=C12)C1CCN(CC1)C(=O)OC(C)(C)C)OS(=O)(=O)F)C)=O